FC1=CC=C(C=C1)CCC(C)N 4-(4-fluorophenyl)butane-2-amine